4,6-dibenzyloxy-5-isobutyl-2-methylsulfanyl-pyridine C(C1=CC=CC=C1)OC1=CC(=NC(=C1CC(C)C)OCC1=CC=CC=C1)SC